4-((6-((2-(4-(dimethylamino)phenyl)benzo[d]thiazol-6-yl)oxy)hexyl)amino)-2-(2,6-dioxopiperidin-3-yl)isoindoline-1,3-dione CN(C1=CC=C(C=C1)C=1SC2=C(N1)C=CC(=C2)OCCCCCCNC2=C1C(N(C(C1=CC=C2)=O)C2C(NC(CC2)=O)=O)=O)C